C(CCCCC)C1=C(C2(CCC(C2C1)=O)C(=C)C1=CC=CC=C1)C1=CC=CC=C1 5-hexyl-4-phenyl-3a-(1-phenylvinyl)-3,3a,6,6a-tetrahydropentalen-1(2H)-one